4-[(2-amino-4-chloro-5H-pyrrolo[3,2-d]pyrimidin-5-yl)]-3-methoxy-benzoic acid methyl ester COC(C1=CC(=C(C=C1)N1C=CC=2N=C(N=C(C21)Cl)N)OC)=O